C(C=C)OC1=CC=C(C=C1)S(=O)(=O)C1=CC=C(C=C1)O 4-[{4-(allyloxy)phenyl}sulfonyl]phenol